[4-(6-bromo-1-tetrahydropyran-2-yl-indazol-4-yl)oxycyclohexyl]carbamate BrC1=CC(=C2C=NN(C2=C1)C1OCCCC1)OC1CCC(CC1)NC([O-])=O